6-(7-(2,2-difluoroethoxy)imidazo[1,2-a]pyridin-3-yl)-3,5-difluoro-N-((3S,4S)-4-fluoropyrrolidin-3-yl)pyridin-2-amine FC(COC1=CC=2N(C=C1)C(=CN2)C2=C(C=C(C(=N2)N[C@H]2CNC[C@@H]2F)F)F)F